ClC1=CC=C(C=C1)C[C@H]1[C@@]([C@](CC1)(C(=O)OC)C)(CN1N=CN=C1)O methyl (1S,2R,3S)-3-[(4-chlorophenyl)methyl]-2-hydroxy-1-methyl-2-(1H-1,2,4-triazol-1-ylmethyl)cyclopentane-1-carboxylate